4-(3-amino-4-methyl-1H-indazol-5-yl)-N-(3,3-difluorocyclobutyl)-3-methylbenzenesulfonamide NC1=NNC2=CC=C(C(=C12)C)C1=C(C=C(C=C1)S(=O)(=O)NC1CC(C1)(F)F)C